hafnium tri-n-butoxide bromide [Br-].[O-]CCCC.[O-]CCCC.[O-]CCCC.[Hf+4]